NC1=C2C=CC=NC2=C(C=C1C(=O)C1=C2C(=CN=C1)N(N=C2)C2OCCCC2)Br (5-amino-8-bromoquinolin-6-yl)-[1-(oxan-2-yl)pyrazolo[3,4-c]pyridin-4-yl]methanone